7-Bromo-1-chloro-3-(3,5-difluorophenyl)-8-methylimidazo[1,5-a]pyridine BrC1=C(C=2N(C=C1)C(=NC2Cl)C2=CC(=CC(=C2)F)F)C